(S)-4-(7-cyclobutyl-5-cyclopropyl-7H-pyrrolo[2,3-d]pyrimidin-4-yl)-3-methylpiperazine-1-carboxylic acid tert-butyl ester C(C)(C)(C)OC(=O)N1C[C@@H](N(CC1)C=1C2=C(N=CN1)N(C=C2C2CC2)C2CCC2)C